2-oxo-2-[rac-(2S,5S)-2-(2-isopropylpyrazol-3-yl)-5-methyl-1-piperidyl]acetamide O=C(C(=O)N)N1[C@@H](CC[C@@H](C1)C)C=1N(N=CC1)C(C)C |r|